tert-Butyl 3-methyl-3-((7-tosyl-7H-pyrrolo[2,3-d]pyrimidin-4-yl)amino)piperidine-1-carboxylate CC1(CN(CCC1)C(=O)OC(C)(C)C)NC=1C2=C(N=CN1)N(C=C2)S(=O)(=O)C2=CC=C(C)C=C2